ClC1=C(C=CC(=C1)C(=O)N1[C@H]([C@@H](N(CC1)C1=CC(=CC=C1)Cl)C)C)[S@](=O)CC(=O)O |&1:24| (±)-2-((2-Chloro-4-(4-(3-chlorophenyl)-trans-2,3-dimethylpiperazine-1-carbonyl)phenyl)sulfinyl)acetic acid